[Si](C)(C)(C(C)(C)C)OCCN1C=C(N=CC1=O)C(=O)N1C(CN(CC1)[C@H](C(=O)NC1=NC=C(N=C1)OC1=C(C=C(C=C1)F)F)C)(C)C (2S)-2-[4-(4-{2-[(tert-butyldimethylsilyl)oxy]ethyl}-5-oxopyrazine-2-carbonyl)-3,3-dimethylpiperazin-1-yl]-N-[5-(2,4-difluorophenoxy)pyrazin-2-yl]propanamide